ClC=1C=CC(=C(C1)NC(C(=O)NC(C(=O)NC1=C(C(=O)O)C=CC=C1)CC1=CC=CC=C1)=O)C(F)(F)F 2-(2-(((5-chloro-2-(trifluoromethyl)phenyl)amino)-2-oxoacetamido)-3-phenylpropionamido)benzoic acid